2-(p-tolyl)prop-2-en-1-one C1(=CC=C(C=C1)C(C=O)=C)C